C1=CC=CC2=CC3=CC=CC=C3C(=C12)C=1N(C=CC1)C(=O)OC(C)(C)C tert-butyl 2-(anthracene-9-yl)-1H-pyrrole-1-carboxylate